NC1=NC(=NC(=N1)NC1=CC(=CC=C1)Br)C(=O)N(C)CC1=CC=CC=C1 4-Amino-N-benzyl-6-((3-bromophenyl)amino)-N-methyl-1,3,5-triazine-2-carboxamide